C[C@@H](CC)NC(O[C@H]1C[C@H](CC1)C1=CC(=NN1)NC(CC1=NC=C(N=C1)OC)=O)=O (1R,3S)-3-(3-{[(5-methoxypyrazin-2-yl)acetyl]amino}-1H-pyrazol-5-yl)cyclopentyl (2S)-butan-2-ylcarbamate